FC=1C=C(COC=2C=C3N(C(N2)=O)CC2N3COC2)C=C(C1F)F 6-((3,4,5-trifluorobenzyl)oxy)-10,10a-dihydro-1H-oxazolo[3',4':3,4]imidazo[1,2-c]pyrimidin-8(3H)-one